(8-(1H-indol-3-yl)imidazo[1,2-b]pyridazin-6-yl)-2-(4-(1-propenylpiperidin-4-yl)phenyl)acetamide N1C=C(C2=CC=CC=C12)C=1C=2N(N=C(C1)C(C(=O)N)C1=CC=C(C=C1)C1CCN(CC1)C=CC)C=CN2